C(C)C1=C(C(=O)O)C=CC=C1C(=C)C1=CC=2NC3=CC=CC=C3SC2C=C1 Ethyl-3-(1-(10H-phenothiazin-2-yl)vinyl)benzoic acid